Cl.N=1NN=NC1C1=CC(NC=C1)=O 4-(2H-tetrazol-5-yl)pyridin-2(1H)-one HCl salt